COC(=O)C=1C=NC(=CC1C1=CC(=NC=C1OC)Br)C 2'-bromo-5'-methoxy-6-methyl-(4,4'-bipyridine)-3-carboxylic acid methyl ester